1-(2,4,4-trimethyl-1-cyclohexen-1-yl)-2-buten-1-one CC1=C(CCC(C1)(C)C)C(C=CC)=O